cadmium (ii) N-(4-(3-amino-1H-indazol-5-yl)pyridin-2-yl)-2-(o-tolyl)acetamide NC1=NNC2=CC=C(C=C12)C1=CC(=NC=C1)NC(CC1=C(C=CC=C1)C)=O.[Cd+2]